OC1(CC1)C1=NNC(=N1)C1CC2(CN(C2)C=O)C1 [6-[3-(1-hydroxycyclopropyl)-1H-1,2,4-triazol-5-yl]-2-azaspiro[3.3]heptan-2-yl]methanone